N-((1r,4r)-4-((3,3,3-Trifluoropropyl)amino)cyclohexyl)-5,6-dihydrobenzo[f]imidazo[1,5-d][1,4]oxazepine-10-carboxamide FC(CCNC1CCC(CC1)NC(=O)C=1C=CC2=C(C=3N(CCO2)C=NC3)C1)(F)F